C(CCCCCC)NCCN(C)C N1-heptyl-N2,N2-dimethylethane-1,2-diamine